BrC1=CC=C(OCC2COCC(O2)CN2C=CC=C2)C=C1 1-((6-((4-bromophenoxy)methyl)-1,4-dioxan-2-yl)methyl)-1H-pyrrole